dibenzo[c,e][1,2]oxaphosphorinane 6-oxide C1=CC=CC2=C1C1=C(P(O2)=O)C=CC=C1